NC(CCNC(OC(C)(C)C)=O)C1=CC(=CC=C1)Cl tert-butyl (3-amino-3-(3-chlorophenyl)propyl)carbamate